COC1=C(C=CC=C1)S(=O)(=O)N1CC2=CC=CC=C2C1 2-((2-methoxyphenyl)sulfonyl)isoindoline